racemic-morpholinone N1C(COCC1)=O